FC(OC=1C=CC(=C(CN2N=C(N=N2)C2=CC=CC(=N2)[C@@](CS(=O)(=O)N)(C)O)C1)F)F (R)-2-(6-(2-(5-(difluoromethoxy)-2-fluorobenzyl)-2H-tetrazol-5-yl)pyridin-2-yl)-2-hydroxypropane-1-sulfonamide